C(C\C=C/C=C/C)OC(C(O)C)=O Z,E-3,5-Heptadienyllactat